O1NC(=CC=C1)C(=O)O oxazinecarboxylic acid